FC1=CC=C(C=C1)NC([C@@H](C)C12CC(C1)(C2)NC(C2=CN=C(C=C2)C(F)(F)F)=O)=O (S)-N-(3-(1-((4-fluorophenyl)amino)-1-oxopropan-2-yl)bicyclo[1.1.1]pentan-1-yl)-6-(trifluoromethyl)nicotinamide